(R)-4-chloro-5-(3-((4-(1,4-dimethyl-1H-pyrazol-5-yl)-6-fluoropyridin-2-yl)oxy)pyrrolidin-1-yl)pyridazin-3(2H)-one ClC=1C(NN=CC1N1C[C@@H](CC1)OC1=NC(=CC(=C1)C1=C(C=NN1C)C)F)=O